N1=C(C=CC=2NCCCC12)C=1C2=C(NN1)CCOC2 3-(5,6,7,8-tetrahydro-1,5-naphthyridin-2-yl)-1,4,6,7-tetrahydropyrano[4,3-c]pyrazole